3-(4-Methoxytetrahydropyran-4-Yl)Chroman-4-Ol COC1(CCOCC1)C1COC2=CC=CC=C2C1O